N8-(3-chloro-4-fluoro-phenyl)-N2-(1-methyl-piperidin-4-yl)Pyrimido[5,4-d]Pyrimidine-2,8-diamine ClC=1C=C(C=CC1F)NC1=NC=NC2=C1N=C(N=C2)NC2CCN(CC2)C